C(C)(C)(C)OC(=O)NS(=O)(=O)N[C@@H]1CC[C@H](CC1)C1=C(C(N=C(N1)C=1SC=CN1)C1=C(C(=C(C=C1)F)F)Cl)C(=O)OC (trans)-Methyl 6-(4-((N-(tert-butoxycarbonyl)sulfamoyl)amino)-cyclohexyl)-4-(2-chloro-3,4-difluorophenyl)-2-(thiazol-2-yl)-1,4-dihydropyrimidine-5-carboxylate